3,6-Dichloro-N-[2-(3-methylphenyl)ethyl]pyridazin ClC=1NN(C(=CC1)Cl)CCC1=CC(=CC=C1)C